N,N-bis(beta-hydroxyethyl)methylamine OCCN(CCO)C